ClC1=CC=C(CN2C(=NC=3N(C(N(C(C23)=O)CCCO)=O)CC)OC2=CC=C(C#N)C=C2)C=C1 4-((7-(4-chlorobenzyl)-3-ethyl-1-(3-hydroxypropyl)-2,6-dioxo-2,3,6,7-tetrahydro-1H-purin-8-yl)oxy)benzonitrile